6-(5-((Z)-((1R,2R,5R)-6,6-difluoro-2-methoxy-1,5-dimethyl-8-azabicyclo[3.2.1]octan-3-ylidene)methyl)pyrazin-2-yl)isoquinolin-7-ol FC1([C@]2(C/C(/[C@H]([C@@](C1)(N2)C)OC)=C/C=2N=CC(=NC2)C=2C=C1C=CN=CC1=CC2O)C)F